3'-aminoadenosine N[C@@]1([C@H]([C@@H](O[C@@H]1CO)N1C=NC=2C(N)=NC=NC12)O)O